NC=1N=C(SC1C(C1=CC=C(C=C1)OCC1=CC=CC=C1)=O)N(C1=CC=C(C=C1)F)[C@@H](C(=O)N)C (R)-2-(N-[4-amino-5-(4-benzyloxybenzoyl)thiazol-2-yl]-4-fluoro-anilino)propanamide